C(C)(=O)OC(COC(CCC)=O)COC(C)=O Glycerol Monobutyrate diacetate